[Br-].O=C(C[N+]1=CNC2=C1C=CC=C2)N2CCCCC2 3-[2-oxo-2-(piperidin-1-yl)ethyl]1H-1,3-Benzodiazol-3-ium bromide